((1r,2r)-6-bromo-2-hydroxy-4,4-dimethyl-1,2,3,4-tetrahydronaphthalen-1-yl)-3-(5-methyl-2-phenylpyridin-3-yl)urea BrC=1C=C2C(C[C@H]([C@@H](C2=CC1)NC(=O)NC=1C(=NC=C(C1)C)C1=CC=CC=C1)O)(C)C